methyl (2S,3R)-4-azido-2-(benzyloxycarbonylamino)-3-hydroxy-butanoate N(=[N+]=[N-])C[C@H]([C@@H](C(=O)OC)NC(=O)OCC1=CC=CC=C1)O